6-(6-chloro-4-{3,9-diazabicyclo[3.3.1]nonan-3-yl}-8-fluoro-2-{[(2S)-1-methylpyrrolidin-2-yl]methoxy}quinazolin-7-yl)-4-methyl-5-(trifluoromethyl)pyridin-2-amine ClC=1C=C2C(=NC(=NC2=C(C1C1=C(C(=CC(=N1)N)C)C(F)(F)F)F)OC[C@H]1N(CCC1)C)N1CC2CCCC(C1)N2